O=C1N(CC2=C(C=CC=C12)NCCOCCOCCOCCOCC1=CC=CC=C1)C1C(NC(CC1)=O)=O 3-(1-Oxo-4-((1-phenyl-2,5,8,11-tetraoxatridec-13-yl)amino)isoindolin-2-yl)piperidine-2,6-dione